BrC=1C=C(C(=C(C=O)C1)NC1CC(C1)(C)O)C(F)(F)F 5-bromo-2-[(cis)-(3-hydroxy-3-methyl-cyclobutyl)amino]-3-(trifluoromethyl)benzaldehyde